(2S,4R)-tert-Butyl 4-methyl-2-(4-(methylsulfinyl)phenyl)piperidine-1-carboxylate C[C@H]1C[C@H](N(CC1)C(=O)OC(C)(C)C)C1=CC=C(C=C1)S(=O)C